FC1=C(OC2=C(C=C(C=C2)NS(=O)(=O)CCC)C=2C3=C(C(N(C2)C)=O)NC=C3)C=CC(=C1)F N-[4-(2,4-difluorophenoxy)-3-(6-methyl-7-oxo-6,7-dihydro-1H-pyrrolo[2,3-c]pyridin-4-yl)phenyl]propane-1-sulfonamide